bis(4-fluorobenzamidopropyl)methylamine FC1=CC=C(C(=O)NCCCN(C)CCCNC(C2=CC=C(C=C2)F)=O)C=C1